N-(3-(7-fluoro-2-((6-(piperazin-1-yl)pyridin-3-yl)amino)quinazolin-8-yl)phenyl)acrylamide FC1=CC=C2C=NC(=NC2=C1C=1C=C(C=CC1)NC(C=C)=O)NC=1C=NC(=CC1)N1CCNCC1